C1CCC12CN(CC2)CC2=CC(=C1CN(C(C1=C2)=O)C2=CC(=CC(=N2)NCCCC#N)C2=CC(=NC=C2C2=NN=CN2C)C)C(F)(F)F 4-{[6-(6-{6-azaspiro[3.4]octan-6-ylmethyl}-1-oxo-4-(trifluoromethyl)-3H-isoindol-2-yl)-2'-methyl-5'-(4-methyl-1,2,4-triazol-3-yl)-[4,4'-bipyridin]-2-yl]amino}butanenitrile